CC=1C=C(C=CC1)[C@@H]1C[C@@H](CCC1)C(CO)C cis-1-(3-methylphenyl)-3-(1-hydroxyprop-2-yl)cyclohexane